N=1NN=NC1CCC1(CCC(CC1)=O)C1=CC=CC=C1 4-(2-(2H-Tetrazol-5-yl)ethyl)-4-phenylcyclohexan-1-one